(±)-cis-1-phenyl-3-(2-phenyl-1,3-dioxan-4-yl)propan-1-one C1(=CC=CC=C1)C(CC[C@@H]1O[C@@H](OCC1)C1=CC=CC=C1)=O |r|